C(C)C1(NC(N(C(C1)=O)[C@@H]1CCC2=CC=C(C=C12)C(=O)N[C@H]1[C@](COC2=CC=CC=C12)(C)O)=N)CC (3R)-3-(4,4-diethyl-2-imino-6-oxo-hexahydropyrimidin-1-yl)-N-[(3S,4R)-3-hydroxy-3-methyl-chroman-4-yl]indane-5-carboxamide